CC1=C(C(=CC=C1)C)[Al](C1=C(C=CC=C1C)C)C1=C(C=CC=C1C)C tri(2,6-dimethylphenyl)aluminum